1-benzyl-3-(p-tolyl)urea C(C1=CC=CC=C1)NC(=O)NC1=CC=C(C=C1)C